BrC1=NC=C(C(=N1)C1=CN=C2N1N=C(C(=C2)OC)C2COC2)F 3-(2-bromo-5-fluoropyrimidin-4-yl)-7-methoxy-6-(oxetan-3-yl)imidazo[1,2-b]pyridazine